methyl 4-chloro-4'-[(dimethylamino) methyl]-5-[(E)-2-ethoxyethenyl]-7-methylspiro[1,3-benzodioxole-2,1'-cyclohexane]-6-carboxylate ClC1=C(C(=C(C=2OC3(CCC(CC3)CN(C)C)OC21)C)C(=O)OC)\C=C\OCC